ClC(C1=NC(=NO1)C1=CC=2N(C=C1)C(=C(N2)C)N=S(=O)(C)C2=C(C=CC=C2Cl)Cl)(F)F ((7-(5-(chlorodifluoromethyl)-1,2,4-oxadiazol-3-yl)-2-methylimidazo[1,2-a]pyridin-3-yl)imino)(2,6-dichlorophenyl)(methyl)-λ6-sulfanone